(R)-1-(2-fluoro-4-(6-(2-(4-(3-(trifluoromethoxy)phenyl)pyridin-2-yl)acetamido)pyridazin-3-yl)butyl)-N-methyl-1H-1,2,3-triazole-4-carboxamide F[C@@H](CN1N=NC(=C1)C(=O)NC)CCC=1N=NC(=CC1)NC(CC1=NC=CC(=C1)C1=CC(=CC=C1)OC(F)(F)F)=O